sodium (R)-2-methylpent-4-ene-1-sulfinate C[C@@H](CS(=O)[O-])CC=C.[Na+]